2-Isopropenyl-5-methyl-2-oxazoline C(=C)(C)C=1OC(CN1)C